C[C@@H]1O[C@@H](CN(C1)C1=CC=CC(=N1)C1=NC2=CC(=NC=C2C=C1)CNC(=O)C1=CC2=C(C(=N1)C)CCN2S(=O)(=O)C)C N-((2-(6-((cis)-2,6-dimethylmorpholino)pyridin-2-yl)-1,6-naphthyridin-7-yl)methyl)-4-methyl-1-(methylsulfonyl)-2,3-dihydro-1H-pyrrolo[3,2-c]pyridine-6-carboxamide